OCC1CNC(CN1)CO 3,6-dihydroxymethylpiperazine